tert-butyl [2-({(1R)-3-methyl-1-[(3aS,4S,6S,7aR)-3a,5,5-trimethylhexahydro-4,6-methano-1,3,2-benzodioxaborol-2-yl]butyl}amino)-2-oxoethyl]carbamate CC(C[C@@H](B1O[C@@]2([C@H](O1)C[C@H]1C([C@@H]2C1)(C)C)C)NC(CNC(OC(C)(C)C)=O)=O)C